Azelaic Acid DiHexyl ester C(CCCCC)OC(CCCCCCCC(=O)OCCCCCC)=O